Glyceryl Propoxy Triacrylate C=CC(=O)OCCCOCC(COCCCOC(=O)C=C)OCCCOC(=O)C=C